N1(CCCCC1)C1CCN(CC1)C=1C=CC(=C(C1)NC(C=C)=O)NC1=NC=C(C(=N1)NC1=C(C=CC=C1)OC(C)C)C#N N-(5-([1,4'-bipiperidin]-1'-yl)-2-((5-cyano-4-((2-isopropoxyphenyl)amino)pyrimidin-2-yl)amino)phenyl)acrylamide